BrC1=CC=C(OP(=O)(OC[C@H]2O[C@H](C=C2)N2C(NC(C(=C2)C)=O)=O)N[C@H](C)C(=O)OC)C=C1 methyl N-((4-bromophenoxy){[(2S,5R)-5-(5-methyl-2,4-dioxo-3,4-dihydropyrimidin-1(2H)-yl)-2,5-dihydrofuran-2-yl]methoxy}phosphoryl)-D-alaninate